BrC1=C(OCCO[Si](C)(C)C(C)(C)C)C=C(C=C1)[N+](=O)[O-] (2-(2-bromo-5-nitrophenoxy)ethoxy)(tert-butyl)dimethylsilane